ClC=1C=NC=C(C1SC1=NN=C(S1)C(=O)NC1=CC=C(C=C1)OCC(CN(C)C)O)Cl 5-[(3,5-dichloropyridin-4-yl)sulfanyl]-N-{4-[3-(dimethylamino)-2-hydroxypropoxy]phenyl}-1,3,4-thiadiazole-2-carboxamide